COC(=O)C12CC(C1)(C2)N2C(CC(C2)C2=CC=C(C=C2)Cl)=O 3-(4-(4-chlorophenyl)-2-oxopyrrolidin-1-yl)bicyclo[1.1.1]pentane-1-carboxylic acid methyl ester